3-(6-(methyl(2,2,6,6-tetramethylpiperidin-4-yl)amino)pyridazin-3-yl)naphthalen-2-ol CN(C1=CC=C(N=N1)C=1C(=CC2=CC=CC=C2C1)O)C1CC(NC(C1)(C)C)(C)C